3-(difluoromethyl)-2-[2-methyl-5-(2,2,2-trifluoroethyl)-1,2,4-triazol-3-yl]pyridine FC(C=1C(=NC=CC1)C=1N(N=C(N1)CC(F)(F)F)C)F